6-((6-amino-7-fluoro-1,5-naphthyridin-3-yl)methyl)-2-(4-methyl-7H-pyrrolo[2,3-d]pyrimidin-7-yl)hexahydro-3aH-cyclopenta[b]furan-3,3a-diol NC=1N=C2C=C(C=NC2=CC1F)CC1CCC2(C1OC(C2O)N2C=CC1=C2N=CN=C1C)O